tert-Butyl (6,7-dichloro-2-methyl-1-oxo-10-(1-(tetrahydro-2H-pyran-2-yl)-1H-pyrazol-4-yl)-1,2,3,4-tetrahydropyrazino[1,2-a]indol-9-yl)(2-hydroxyethyl)carbamate ClC1=C(C=C(C=2C(=C3N(C12)CCN(C3=O)C)C=3C=NN(C3)C3OCCCC3)N(C(OC(C)(C)C)=O)CCO)Cl